2-morpholino-N-[4-[3-(4-phenyl-1H-imidazol-2-yl)chroman-6-yl]oxy-2-pyridinyl]acrylamide O1CCN(CC1)C(C(=O)NC1=NC=CC(=C1)OC=1C=C2CC(COC2=CC1)C=1NC=C(N1)C1=CC=CC=C1)=C